2'-((1-(4-bromophenyl)-1H-1,2,3-triazol-4-yl)methyl)-3',4'-dihydro-2'H-spiro[cyclohexane-1,1'-isoquinolin]-4'-ol BrC1=CC=C(C=C1)N1N=NC(=C1)CN1C2(C3=CC=CC=C3C(C1)O)CCCCC2